FC(OC1=C(C=C(C=C1)/C(=N/O)/Cl)OCC1=CC=C(C=C1)OC)F (Z)-4-(difluoromethoxy)-N-hydroxy-3-[(4-methoxyphenyl)methoxy]benzenecarbonimidoyl chloride